NC1=NC(=NC=C1)C=1C(=NN(C1O[C@H](CCNC1=C(C=NC(=C1)Cl)C1=NC=C(C=C1F)CN1CC(C1)C(C)(C)F)C)C)C (S)-N-(3-((4-(4-aminopyrimidin-2-yl)-1,3-dimethyl-1H-pyrazol-5-yl)oxy)butyl)-6'-chloro-3-fluoro-5-((3-(2-fluoropropan-2-yl)azetidin-1-yl)methyl)-[2,3'-bipyridin]-4'-amine